N-(4-(2-fluoro-4-(3-(3-fluorophenethyl)ureido)phenoxy)-7-methoxyquinazolin-6-yl)acrylamide (R)-Methyl-3-(4,6-dihydroxypyrimidin-5-yl)butyrate COC(C[C@@H](C)C=1C(=NC=NC1O)O)=O.FC1=C(OC2=NC=NC3=CC(=C(C=C23)NC(C=C)=O)OC)C=CC(=C1)NC(=O)NCCC1=CC(=CC=C1)F